FC(C1=C(C=C(C=N1)C1=NC2(CCC2)OC2=C1C=CC=C2)C)F 4-[6-(difluoromethyl)-5-methyl-3-pyridyl]spiro[1,3-benzoxazine-2,1-cyclobutane]